OC1=C(C(=CC(=C1)C(F)(F)F)C)C1=CC=C2C(=N1)N=C(O2)N2CC1=C(N=CNC1=O)CC2 6-[5-[2-Hydroxy-6-methyl-4-(trifluoromethyl)phenyl]oxazolo[4,5-b]pyridin-2-yl]-3,5,7,8-tetrahydropyrido[4,3-d]pyrimidin-4-one